ClC1=CC=C(C=C1)C1(CCC1)C(=O)C1=CC=C(C=N1)NC(CC1=CC=C(C=C1)S(=O)(=O)CC)=O N-(6-(1-(4-chlorophenyl)cyclobutane-1-carbonyl)pyridin-3-yl)-2-(4-(ethylsulfonyl)phenyl)acetamide